2-diiodocarbamoyloxy-3-dimethylaminopropane IN(C(=O)OC(C)CN(C)C)I